5-(2-azidopropan-2-yl)-2-bromophenol N(=[N+]=[N-])C(C)(C)C=1C=CC(=C(C1)O)Br